P(=O)(OCN1C(C=C(C=C1)NC(C1=C(C=C(C=C1)C(F)(F)F)OC1=C(C=C(C=C1)F)C)=O)=O)(O)O [4-[[2-(4-fluoro-2-methyl-phenoxy)-4-(trifluoromethyl)benzoyl]amino]-2-oxo-1-pyridyl]methyl dihydrogen phosphate